C(C=C)C1=CC=C(C=C1)[C@H](C)NC(OCC1C2=CC=CC=C2C=2C=CC=CC12)=O (S)-(9H-fluoren-9-yl)methyl (1-(4-allylphenyl)ethyl)carbamate